di(aziridin-1-yl)phosphinic acid 6-((2-methyl-3-oxoisoindolin-5-yl) oxy)-7-nitrochroman-4-yl ester CN1CC2=CC=C(C=C2C1=O)OC=1C=C2C(CCOC2=CC1[N+](=O)[O-])OP(=O)(N1CC1)N1CC1